3-chloro-2,5-dihydroxybenzyl alcohol ClC=1C(=C(CO)C=C(C1)O)O